O=S1(CCN(CC1)C1=CC=C(C=C1)N1C[C@@H]2[C@H](C1)CN(C2)C(=O)NCCO)=O cis-5-(4-(1,1-Dioxidothiomorpholino)phenyl)-N-(2-hydroxyethyl)hexahydro-pyrrolo[3,4-c]pyrrole-2(1H)-carboxamide